ClC1=C(C=C(C=C1)F)C(=O)N1C2CN(CC1C2)CC2=C(N=C1N2C=CC=C1)C1=CC=C(C=C1)Cl (2-chloro-5-fluorophenyl)(3-{[2-(4-chlorophenyl)imidazo[1,2-a]pyridin-3-yl]methyl}-3,6-diazabicyclo[3.1.1]hept-6-yl)methanone